1-methylimidazolium hydrogen carbonate C(O)([O-])=O.CN1C=[NH+]C=C1